phthaloyl dichloride C(C=1C(C(=O)Cl)=CC=CC1)(=O)Cl